[2-methyl-4-[[3-[3-(trifluoromethyl)-1H-pyrazol-4-yl]imidazo[1,2-a]pyrazin-8-yl]amino]phenyl]-piperazin-1-yl-methanone CC1=C(C=CC(=C1)NC=1C=2N(C=CN1)C(=CN2)C=2C(=NNC2)C(F)(F)F)C(=O)N2CCNCC2